2-ethyl-2,5-dihydro-4-methyl-thiazole C(C)C1SCC(=N1)C